1-methyl-5-(pyridin-4-ylmethoxy)indole-2,3-dione CN1C(C(C2=CC(=CC=C12)OCC1=CC=NC=C1)=O)=O